1-ethyl-3-methylimidazole trifluoromethanesulfonate salt FC(S(=O)(=O)O)(F)F.C(C)N1CN(C=C1)C